NC1=NC(=C(C(=N1)O)N)N 2,5,6-triamino-4-pyrimidinol